(2,2-dimethyl-1,3-dioxolan-4-yl)2,2-dimethyl-1,3-dioxolan-4-carboxylic acid methyl ester COC(=O)C1(OC(OC1)(C)C)C1OC(OC1)(C)C